S(N)(O)(=O)=O sulfuric acid monoamide